N1CCC(CC1)N1N=CC(=C1)NC(=O)C=1C=C2C(=NC1)NC=C2C=2C=C1C=NC=NC1=CC2 N-(1-(piperidin-4-yl)-1H-pyrazol-4-yl)-3-(quinazolin-6-yl)-1H-pyrrolo[2,3-b]pyridine-5-carboxamide